6-(benzylthio)-8-(triphenylmethylthio)octanoic acid C(C1=CC=CC=C1)SC(CCCCC(=O)O)CCSC(C1=CC=CC=C1)(C1=CC=CC=C1)C1=CC=CC=C1